(5-methylpyrazolo[1,5-b]pyridazin-3-yl)methanone CC1=CC=2N(N=C1)N=CC2C=O